C(=O)(O)C1=CC=C(C=C1)C1=CC(=C2C=CC3=C(C=C(C4=CC=C1C2=C34)C3=CC=C(C=C3)C(=O)O)C3=CC=C(C=C3)C(=O)O)C3=CC=C(C=C3)C(=O)O 1,3,6,8-Tetra(4-carboxylphenyl)pyrene